(2'R,3'R)-3'-((R)-5H-imidazo[5,1-a]isoindol-5-yl)-3-(methylsulfonyl)-3-azaspiro[bicyclo[3.2.1]octane-8,1'-cyclobutan]-2'-ol C=1N=CN2C1C1=CC=CC=C1[C@H]2[C@@H]2[C@H](C1(C2)C2CN(CC1CC2)S(=O)(=O)C)O